NCCCN1CCN(CC1)C=1C=C2C(N(C(C2=CC1)=O)C1C(NC(CC1)=O)=O)=O.FC(C=O)(F)F 2,2,2-trifluoroacetaldehyde compound with 5-(4-(3-aminopropyl)piperazin-1-yl)-2-(2,6-dioxopiperidin-3-yl)isoindoline-1,3-dione